6-(2,4-difluorophenyl)-2-(3-fluorophenoxymethyl)imidazo[1,2-a]pyrimidine FC1=C(C=CC(=C1)F)C=1C=NC=2N(C1)C=C(N2)COC2=CC(=CC=C2)F